para-aminoisophthalic acid NC1=C(C=C(C(=O)O)C=C1)C(=O)O